(2S)-1-[(4-phenylbutyl)amino]propan-2-ol C1(=CC=CC=C1)CCCCNC[C@H](C)O